trans-N1-(5-(imidazo[1,2-a]pyrimidin-6-yl)pyrrolo[2,1-f][1,2,4]triazin-2-yl)-N4,N4-dimethylcyclohexane-1,4-diamine N=1C=CN2C1N=CC(=C2)C=2C=CN1N=C(N=CC12)N[C@@H]1CC[C@H](CC1)N(C)C